1-((3s,4r)-4-(3,4-difluorophenyl)-1-(2-methoxyethyl)pyrrolidin-3-yl)-3-(3-(5-fluoropyridin-3-yl)-4-methyl-1-phenyl-1H-pyrazol-5-yl)urea FC=1C=C(C=CC1F)[C@H]1[C@@H](CN(C1)CCOC)NC(=O)NC1=C(C(=NN1C1=CC=CC=C1)C=1C=NC=C(C1)F)C